N-(2-(4-((1s,4s)-4-(5-fluoropyridin-2-yl)cyclohexyl)hexahydropyrrolo[3,2-b]pyrrol-1(2H)-yl)-2-oxoethyl)-3-(trifluoromethyl)benzamide FC=1C=CC(=NC1)C1CCC(CC1)N1CCC2N(CCC21)C(CNC(C2=CC(=CC=C2)C(F)(F)F)=O)=O